N-[[4-(5-amino-4-cyano-1-tetrahydro-furan-3-yl-pyrazol-3-yl)-3-fluoro-phenyl]methyl]-5-fluoro-2-methoxy-benzamide NC1=C(C(=NN1C1COCC1)C1=C(C=C(C=C1)CNC(C1=C(C=CC(=C1)F)OC)=O)F)C#N